4-(bis(pyrimidin-2-yl)amino)-N-(6-mercaptohexyl)benzamide N1=C(N=CC=C1)N(C1=CC=C(C(=O)NCCCCCCS)C=C1)C1=NC=CC=N1